C1=CC=CC=2C3=CC=CC=C3C(C12)COC(=O)N[C@H](C(=O)O)CCC1=NC=C(C=C1)C#N (S)-2-((((9H-fluoren-9-yl)methoxy)carbonyl)amino)-4-(5-cyanopyridin-2-yl)butanoic acid